4-((R)-4-((3S,8S,9S,10R,13R,14S,17R)-3-hydroxy-10,13-dimethyl-2,3,4,7,8,9,10,11,12,13,14,15,16,17-tetradecahydro-1H-cyclopenta[a]phenanthren-17-yl)pentanamido)benzamide O[C@H]1CC[C@@]2([C@H]3CC[C@@]4([C@H](CC[C@H]4[C@@H]3CC=C2C1)[C@@H](CCC(=O)NC1=CC=C(C(=O)N)C=C1)C)C)C